2-chloro-N-(1-cyanocyclopropyl)-5-[2'-methyl-5'-(pentafluoroethyl)-4'-(trifluoromethyl)-2'h-1,3'-bipyrazol-4-yl]benzamide ClC1=C(C(=O)NC2(CC2)C#N)C=C(C=C1)C=1C=NN(C1)C=1N(N=C(C1C(F)(F)F)C(C(F)(F)F)(F)F)C